2-[(2R)-3-(3,4-dihydro-1H-isoquinolin-2-yl)-2-hydroxy-propyl]-6-[4-(oxetan-3-yl)piperazin-1-yl]-3,4-dihydroisoquinolin-1-one C1N(CCC2=CC=CC=C12)C[C@H](CN1C(C2=CC=C(C=C2CC1)N1CCN(CC1)C1COC1)=O)O